1-(4-((5,5-dimethyl-2,4-dioxo-3-(4-((trifluoromethyl)thio)phenyl)imidazolidin-1-yl)methyl)pyridin-2-yl)-3-(1-(2,2,2-trifluoroethyl)piperidin-4-yl)urea CC1(C(N(C(N1CC1=CC(=NC=C1)NC(=O)NC1CCN(CC1)CC(F)(F)F)=O)C1=CC=C(C=C1)SC(F)(F)F)=O)C